FC=1C(=NC=C(C1)[N+](=O)[O-])F difluoro-5-nitropyridine